(S)-N-(2-(4-chloro-2-fluoro-phenyl)propan-2-yl)morpholine-2-carboxamide ClC1=CC(=C(C=C1)C(C)(C)NC(=O)[C@@H]1CNCCO1)F